2,2'-bis(trimethylsilyl)biphenyl magnesium [Mg].C[Si](C1=C(C=CC=C1)C1=C(C=CC=C1)[Si](C)(C)C)(C)C